NC=1C(NC(N(N1)C1=CC(=C(C(=C1)C)CC1=CC=C2C(=N1)C(C(N2)=O)(C)C)C)=O)=O 6-amino-2-[4-({3,3-dimethyl-2-oxo-1H-pyrrolo[3,2-b]pyridin-5-yl}methyl)-3,5-dimethylphenyl]-4H-1,2,4-triazine-3,5-dione